C(C)(C)N(C(CNC1=CC=C(C=C1)OC(F)(F)F)=O)CC1=CC=2N(C=C1)N=CC2C(=O)N 5-((N-isopropyl-2-((4-(trifluoromethoxy)phenyl)amino)acetamido)methyl)pyrazolo[1,5-a]pyridine-3-carboxamide